FC1(CC=2C=CC(=CC12)[C@H](NC(=O)[C@H]1NC(NC1)=O)C1=CC=C(C=C1)OC(F)(F)F)F |o1:9| (S)-N-((R or S)-(8,8-difluorobicyclo[4.2.0]octa-1(6),2,4-trien-3-yl)(4-(trifluoromethoxy)phenyl)methyl)-2-oxoimidazolidine-4-carboxamide